COC1N(CC2(C1)CCOCC2)C(=O)[O-] 3-methoxy-8-oxa-2-azaspiro[4.5]decane-2-carboxylate